C(C1=CC=CC=C1)N1C(CCC1CO)CO (1-Benzylpyrrolidine-2,5-diyl)dimethanol